P1,P2-bis(5'-adenosyl) triphosphate C1=NC(=C2C(=N1)N(C=N2)[C@H]3[C@@H]([C@@H]([C@H](O3)COP(=O)(O)OP(=O)(OC[C@@H]4[C@H]([C@H]([C@@H](O4)N5C=NC6=C(N=CN=C65)N)O)O)OP(=O)(O)O)O)O)N